C(C)(C)[N+](=CCC(CCC=C(C)C)C)[O-] N-isopropyl-3,7-dimethyloct-6-en-1-imine oxide